methyl 6-[but-3-enyl(isopropyl)amino]-3-nitro-5-(trifluoromethyl)pyridine-2-carboxylate C(CC=C)N(C1=C(C=C(C(=N1)C(=O)OC)[N+](=O)[O-])C(F)(F)F)C(C)C